2-(6-((E)-((1S,2S,5S,6R)-2-fluoro-6-methoxy-1-methyl-8-azabicyclo[3.2.1]octan-3-ylidene)methyl)-1,2,4-triazin-3-yl)-5-(1H-imidazol-1-yl)phenol F[C@@H]\1[C@@]2(C[C@H]([C@H](C/C1=C\C1=CN=C(N=N1)C1=C(C=C(C=C1)N1C=NC=C1)O)N2)OC)C